2-chloro-3,4-dimethylphenyl (3S)-4-[N-(2-benzyl-2-azaspiro[4.5]dec-8-yl)-6-(2-methylpyrrolidin-1-yl)-D-norleucyl]-3-[(thiophen-2-ylmethyl)carbamoyl]piperazine-1-carboxylate C(C1=CC=CC=C1)N1CC2(CC1)CCC(CC2)N[C@H](CCCCN2C(CCC2)C)C(=O)N2[C@@H](CN(CC2)C(=O)OC2=C(C(=C(C=C2)C)C)Cl)C(NCC=2SC=CC2)=O